C(C)(C)(C)N(C(O)=O)CC1=C(C=C(C=C1)C=1C=2N(C=C(N1)N1CCN(CC1)C)N=CC2)F.CN2CCNCC2 1-methylpiperazine tert-butyl-(2-fluoro-4-(6-(4-methylpiperazin-1-yl)pyrazolo[1,5-a]pyrazin-4-yl)benzyl)carbamate